S1C(=NN=C1)C=1N=CC(=NC1)C(=O)N1C[C@H]2C([C@H]2C1)COC1=NC(=CC=C1)C(F)(F)F (1R,5S,6S)-3-[5-(1,3,4-Thiadiazol-2-yl)pyrazine-2-carbonyl]-6-({[6-(trifluoromethyl)pyridin-2-yl]oxy}methyl)-3-azabicyclo[3.1.0]hexane